1-[[4-(2-hydroxypropan-2-yl)-2-methoxyphenyl]methyl]-3-(4-methoxy-3-pentoxyphenyl)imidazolidin-2-one OC(C)(C)C1=CC(=C(C=C1)CN1C(N(CC1)C1=CC(=C(C=C1)OC)OCCCCC)=O)OC